N-[6-(2,2-difluoroethoxy)-5-fluoro-2-methoxy-3-pyridyl]naphthalene-1-sulfonamide FC(COC1=C(C=C(C(=N1)OC)NS(=O)(=O)C1=CC=CC2=CC=CC=C12)F)F